COC1=C(CN(C2=NC=C(C=N2)C2=CC=NN2C)CC2=C(C=C(C=C2)OC)OC)C=CC(=C1)OC N,N-bis(2,4-dimethoxybenzyl)-5-(1-methyl-1H-pyrazol-5-yl)pyrimidin-2-amine